C1(CC1)C1=CC=2C(N=C1NC=1C(=NNC1)C1=CC3=C(C=N1)C=NN3CC(C)C)=CNN2 6-Cyclopropyl-N-[3-(1-isobutylpyrazolo[4,3-c]pyridin-6-yl)-1H-pyrazol-4-yl]-2H-pyrazolo[4,3-b]pyridin-5-amine